N1(CCCCC1)C(=O)N1CCC(CC1)CC1=CC=C(C=C1)NC(OCC1=CN=CO1)=O oxazol-5-ylmethyl (4-((1-(piperidine-1-carbonyl)piperidin-4-yl)methyl)phenyl)carbamate